COC1=CC(=NC=C1)N1N=CC(=C1)C(C(=O)O)C 2-(1-(4-methoxypyridin-2-yl)-1H-pyrazol-4-yl)propanoic acid